C(C1=CC=CC=C1)OC(NCC[C@@H](C(NC1=CC=C2C=NN(C2=C1)C=1C=C(C=CC1)C)=O)NC(OCC1=CC=CC=C1)=O)=O (S)-(4-oxo-4-((1-(m-tolyl)-1H-indazol-6-yl)amino)butane-1,3-diyl)dicarbamic acid dibenzyl ester